Tert-butyl (S)-6-(3-((tert-butyldimethylsilyl)oxy)prop-1-yn-1-yl)-1-(((R)-tert-butylsulfinyl)amino)-1,3-dihydrospiro[indene-2,4'-piperidine]-1'-carboxylate [Si](C)(C)(C(C)(C)C)OCC#CC1=CC=C2CC3(CCN(CC3)C(=O)OC(C)(C)C)[C@@H](C2=C1)N[S@](=O)C(C)(C)C